FC(CC(CO)(C)NC(OC(C)(C)C)=O)F tert-butyl (4,4-difluoro-1-hydroxy-2-methylbutan-2-yl)carbamate